COC(C1=C(C=CC(=C1)N1CC=2N(CC1)C(=NN2)C=C)[N+](=O)[O-])=O 2-nitro-5-(3-vinyl-5,6-dihydro-[1,2,4]triazolo[4,3-a]pyrazin-7(8H)-yl)benzoic acid methyl ester